1-methylpyrazolo[3,4-d]pyrimidin-3-amine CN1N=C(C=2C1=NC=NC2)N